C=O (hydrogen) ketone